C(C)C1=NNC(=C1[N+](=O)[O-])N 3-Ethyl-4-nitro-1H-pyrazol-5-amine